C1(CC1)C1=CC=CC(=N1)C=1C=C(C#N)C=CC1C(=O)N1CCC(CC1)C 3-(6-cyclopropyl-2-pyridyl)-4-(4-methylpiperidine-1-carbonyl)benzonitrile